N1C=C(C2=CC=CC=C12)C[C@@H](C)NC12CC(C1)(C2)CO (R)-(3-((1-(1H-indol-3-yl)propan-2-yl)amino)bicyclo[1.1.1]Pentane-1-yl)methanol